4-oxo-1-(4-(trifluoromethoxy)phenyl)-1,4-dihydroquinoline-3-carboxylic acid O=C1C(=CN(C2=CC=CC=C12)C1=CC=C(C=C1)OC(F)(F)F)C(=O)O